ammonium hexafluoroantimonate salt F[Sb-](F)(F)(F)(F)F.[NH4+]